Cl.BrC1=CC=C2C(COC(C2=C1)C)NC 7-bromo-N,1-dimethylisochroman-4-amine hydrochloride